1-(2-bromopyrimidin-4-yl)cyclobutanol tert-Butyl-2-((((9H-fluoren-9-yl)methoxy)carbonyl)(methyl)amino)-3-(3-cyclopropylphenyl)propanoate C(C)(C)(C)C(C(=O)OC1(CCC1)C1=NC(=NC=C1)Br)(CC1=CC(=CC=C1)C1CC1)N(C)C(=O)OCC1C2=CC=CC=C2C=2C=CC=CC12